6-((2s,4r)-2-(1-cyclopropyl-1H-pyrazol-4-yl)tetrahydro-2H-pyran-4-yl)-8-(2,4-difluorophenyl)-2,3-dimethylpyrimido[5,4-d]pyrimidin-4(3H)-one C1(CC1)N1N=CC(=C1)[C@H]1OCC[C@H](C1)C=1N=C(C=2N=C(N(C(C2N1)=O)C)C)C1=C(C=C(C=C1)F)F